CC1=C(C=CC=C1C)N1CCN(CC1)C(CN1N=C(C2=C1CCC2)C(=O)N2CC1(CCNC1=O)CCC2)=O 7-(1-{2-[4-(2,3-dimethylphenyl)piperazin-1-yl]-2-oxoethyl}-1,4,5,6-tetrahydrocyclopenta[c]pyrazole-3-carbonyl)-2,7-diazaspiro[4.5]decan-1-one